OC1=C(C(N(C=C1C)C)=O)NC(N[C@@H](CC(=O)O)C=1C=C(C=CC1)C1=C(C=CC(=C1)OC)C)=O (S)-3-(3-(4-hydroxy-1,5-dimethyl-2-oxo-1,2-dihydropyridin-3-yl)ureido)-3-(5'-methoxy-2'-methylbiphenyl-3-yl)propionic acid